CC1(C=C(CC(C1)(C)C)C=1C(=NNC1N)C(F)(F)F)C 4-(3,3,5,5-tetramethylcyclohexen-1-yl)-3-(trifluoromethyl)-1H-pyrazol-5-amine